1-benzyl-N-[(6R)-2-(2-methoxyethyl)-4-methyl-5-oxo-7,8-dihydro-6H-pyrazolo[1,5-a][1,3]diazepin-6-yl]-1,2,4-triazole-3-carboxamide C(C1=CC=CC=C1)N1N=C(N=C1)C(=O)N[C@H]1C(N(C=2N(CC1)N=C(C2)CCOC)C)=O